5'-methyl-cytidine tert-butyl-(3R)-3-(methylsulfonyloxymethyl)piperidine-1-carboxylate C(C)(C)(C)C1N(CCC[C@H]1COS(=O)(=O)C)C(=O)OC([C@@H]1[C@H]([C@H]([C@@H](O1)N1C(=O)N=C(N)C=C1)O)O)C